(+/-)-trans-methyl 3-((2-(2-chloro-5H-pyrrolo[2,3-b]pyrazin-7-yl)-6-(furan-2-yl)pyrimidin-4-yl)amino)bicyclo[2.2.2]octane-2-carboxylate ClC=1N=C2C(=NC1)NC=C2C2=NC(=CC(=N2)NC2C(C1CCC2CC1)C(=O)OC)C=1OC=CC1